F/C=C(\CN)/COC1=CC=C(C=C1)S(=O)(=O)C[C@H]1COCC1 (R,E)-3-fluoro-2-((4-(((tetrahydrofuran-3-yl)methyl)sulfonyl)phenoxy)methyl)prop-2-en-1-amine